C(C)C1=C(C(=CC(=C1C)CC)C)O 2,4-diethyl-3,6-dimethylphenol